2-(5-(2-Fluoro-3'-methoxy-[1,1'-biphenyl]-4-carboxamido)-6-oxo-2-phenylpyrimidin-1(6H)-yl)acetic acid FC1=C(C=CC(=C1)C(=O)NC1=CN=C(N(C1=O)CC(=O)O)C1=CC=CC=C1)C1=CC(=CC=C1)OC